BrC(C(=O)OC(C)(C)C)C1=C2C=CN=C(C2=CC=C1)C tert-butyl 2-bromo-2-(1-methylisoquinolin-5-yl)acetate